(2R,3R,4S,5R,6R)-2-(acetoxymethyl)-6-((6-ethynylnaphthalen-2-yl)oxy)-tetrahydro-2H-pyran-3,4,5-triyl triacetate C(C)(=O)O[C@@H]1[C@H](O[C@@H]([C@@H]([C@H]1OC(C)=O)OC(C)=O)OC1=CC2=CC=C(C=C2C=C1)C#C)COC(C)=O